2-(6-amino-1-(2-fluoro-4-nitrobenzyl)-1H-pyrazolo[3,4-d]pyrimidin-4-yl)isonicotinic acid NC1=NC(=C2C(=N1)N(N=C2)CC2=C(C=C(C=C2)[N+](=O)[O-])F)C=2C=C(C(=O)O)C=CN2